C(C)(=O)OOC1=NC=CC(=C1OC1=C(C=C(C(=C1)N1C(N(C(=CC1=O)C(F)(F)F)C)=O)F)Cl)CC1COCC1 Tetrahydrofuran-3-ylmethyl-[(3-{2-chloro-4-fluoro-5-[3-methyl-2,6-dioxo-4-(trifluoromethyl)-3,6-dihydropyrimidine-1(2H)-yl] phenoxy} pyridin-2-yl) oxy] acetate